(1S,2R)-1-hydroxypropane-1,2,3-tricarboxylic acid O[C@@H]([C@@H](CC(=O)O)C(=O)O)C(=O)O